COC=1C=C2C(=NC(=NC2=CC1OC)C)NC(C)C1=CC=C(S1)C=1SC(=CC1)CO (5'-{1-[(6,7-dimethoxy-2-methylquinazolin-4-yl)-amino]ethyl}-2,2'-bithiophen-5-yl)methanol